(3S,4r,5R)-1-([1,1'-biphenyl]-4-ylmethyl)piperidine-3,4,5-triol C1(=CC=C(C=C1)CN1C[C@@H](C([C@@H](C1)O)O)O)C1=CC=CC=C1